COC1=C(CNC=C(C(=O)C2=CC=C(C=C2)C)C)C=CC=C1 3-((2-methoxybenzyl)amino)-2-methyl-1-(p-tolyl)prop-2-en-1-one